C(C)(C)(C)OC(=O)N=[S@@](=O)(C1=C(C=C(C=C1)C)O[C@H](C)C[C@@H](CCO[Si](C1=CC=CC=C1)(C1=CC=CC=C1)C(C)(C)C)C)N1[C@@H](CCC1)C(=O)OC |&1:18| Methyl ((S)-N-(tert-butoxycarbonyl)-2-(((2RS,4R)-6-((tert-butyldiphenylsilyl)oxy)-4-methylhexan-2-yl)oxy)-4-methylphenylsulfonimidoyl)-L-prolinate